ClC1=C(C(N(C(N1CC#CC1=CC(=CC=C1)O)=O)C)=O)NC(COCCOC)=O N-(6-chloro-1-(3-(3-hydroxyphenyl)prop-2-yn-1-yl)-3-methyl-2,4-dioxo-1,2,3,4-tetrahydropyrimidin-5-yl)-2-(2-methoxyethoxy)acetamide